4-(3-(2,6-difluoro-3-(propylsulfonamido)benzoyl)-1H-pyrrolo[2,3-b]pyridin-5-yl)benzoic acid FC1=C(C(=O)C2=CNC3=NC=C(C=C32)C3=CC=C(C(=O)O)C=C3)C(=CC=C1NS(=O)(=O)CCC)F